C1(CC1)CN1C2CC(CC1CC2)N2CCC(CC2)C2=CC1=C(N(C(=N1)C1=CC=C(C=C1)S(=O)(=O)C)C)C(=C2)F 5-(1-(8-(cyclopropylmethyl)-8-azabicyclo[3.2.1]oct-3-yl)piperidin-4-yl)-7-fluoro-1-methyl-2-(4-(methylsulfonyl)phenyl)-1H-benzo[d]imidazole